azodicyanic acid N(=NOC#N)OC#N